FC1=C(C=C(C(=C1O)F)C(F)(F)F)C1=NN(C2=NC(=NC=C21)N2CCN(C1(CCC1)C2)C(=O)N(C)C)C 8-(3-(2,4-Difluoro-3-hydroxy-5-(trifluoromethyl)phenyl)-1-methyl-1H-pyrazolo[3,4-d]pyrimidin-6-yl)-N,N-dimethyl-5,8-diazaspiro[3.5]nonane-5-carboxamide